Tert-butyl 2-(3-{[(tert-butoxy) carbonyl] ({[4-(ethoxycarbonyl)-1,3-thiazol-2-yl] methyl}) amino} propyl)-1H-1,3-benzodiazole-1-carboxylate C(C)(C)(C)OC(=O)N(CCCC1=NC2=C(N1C(=O)OC(C)(C)C)C=CC=C2)CC=2SC=C(N2)C(=O)OCC